C(C)S(=O)(=O)N1OCC[C@H]1C1=CC=CC=C1 (S)-2-(ethylsulfonyl)-3-phenylisoxazolidine